Propanephosphonic acid anhydride CCCP(=O)(O)OP(=O)(CCC)O